C(C)(C)(C)N1N=C(C(=C1C)C=COC)C 1-(tert-butyl)-4-(2-methoxyvinyl)-3,5-dimethyl-1H-pyrazole